C(C)OC(=O)C=1C=CN2C3=C(CCC12)C=NC(=N3)Cl 2-chloro-5,6-dihydropyrimido[4,5-e]indolizine-7-carboxylic acid ethyl ester